Ethyl 2-[[4-[1-methyl-4-(4-pyridyl)pyrazol-3-yl]phenoxy]methyl]-1,5-naphthyridine-3-carboxylate CN1N=C(C(=C1)C1=CC=NC=C1)C1=CC=C(OCC2=NC3=CC=CN=C3C=C2C(=O)OCC)C=C1